N-(2,4-difluoro-3-{2-[(1-methylpiperidin-4-yl)amino]quinazolin-6-yl}phenyl)-6-fluoro-1-hydroxy-2,3-dihydro-1H-indene-4-sulfonamide FC1=C(C=CC(=C1C=1C=C2C=NC(=NC2=CC1)NC1CCN(CC1)C)F)NS(=O)(=O)C=1C=2CCC(C2C=C(C1)F)O